3-[4-({3-[(2R,6S)-2,6-dimethylmorpholine-4-carbonyl]-5,6-dihydrocyclopenta[c]pyrazol-1(4H)-yl}acetyl)piperazin-1-yl]-2-methoxybenzonitrile C[C@@H]1CN(C[C@@H](O1)C)C(=O)C=1C2=C(N(N1)CC(=O)N1CCN(CC1)C=1C(=C(C#N)C=CC1)OC)CCC2